NC(COCC1=CC(=CC(=C1)N)C#N)C 2-aminopropyl-(5-amino-3-cyanobenzyl) ether